COC(C1=C(C=C(C=C1Cl)N1CCOCC1)Cl)=O.ClC=1C=C(C=C(C1O)Cl)C(=O)N1N=CC2=CC(=CC=C12)C (3,5-dichloro-4-hydroxyphenyl)(5-methyl-1H-indazol-1-yl)methanone methyl-2,6-dichloro-4-morpholino-benzoate